C(C)(C)(C)N1N=C(C(=C1NC1=CC=CC(=N1)C(=O)N)C(N)=O)C1=CC=C(C=C1)NS(=O)(=O)C(F)F 6-({1-tert-butyl-4-carbamoyl-3-[4-(difluoromethanesulfonamido)phenyl]-1H-pyrazol-5-yl}amino)pyridine-2-carboxamide